C(C1=CC=CC=C1)OC1=NN(C(=C1Br)C=1C=NC(=CC1)F)C1=NC=CN=C1 2-[3-(benzyloxy)-4-bromo-5-(6-fluoropyridin-3-yl)-1H-pyrazol-1-yl]pyrazine